ClC=1C(=NC(=NC1)N1N=C(C=C1)C)NC1=CC2=C(N(C(N2CCC(C)(C)O)=O)C)C=C1 5-[[5-chloro-2-(3-methylpyrazol-1-yl)pyrimidin-4-yl]amino]-3-(3-hydroxy-3-methyl-butyl)-1-methyl-benzimidazol-2-one